CC1=CC=C(C=C1)S(=O)(=O)OCCCCCOC1=NC(=CC=C1F)C#N 5-[(6-cyano-3-fluoro-2-pyridyl) oxy]pentyl 4-methylbenzenesulfonate